7-(4-((2,3-dihydrobenzo[b][1,4]dioxin-6-yl-2,2,3,3-d4)oxy)piperidin-1-yl-4-d)-2,8-dimethyl-4H-pyrimido[1,2-b]pyridazin-4-one O1C2=C(OC(C1([2H])[2H])([2H])[2H])C=C(C=C2)OC2(CCN(CC2)C=2C(=CC=1N(N2)C(C=C(N1)C)=O)C)[2H]